C(C)(C)=C(C(C(O)[2H])O)O isopropylideneglycerol-d